C(CCCCCCCC(=O)[O-])(=O)OC mono-Methyl azelate